C(CCCCCCCCCCCCCCCCCCCCCCCCCCC)(=O)O.OCC(O)CO glycerin montanate